1-(8-Fluoro-7-(3-hydroxynaphthalen-1-yl)-2-(((S)-1-methylpyrrolidin-2-yl)methoxy)-6-vinylquinazolin-4-yl)azepan-4-ol FC=1C(=C(C=C2C(=NC(=NC12)OC[C@H]1N(CCC1)C)N1CCC(CCC1)O)C=C)C1=CC(=CC2=CC=CC=C12)O